NC=1C=CC(=NC1)NC(=O)C1=NC=C(N=C1)C N-(5-aminopyridin-2-yl)-5-methylpyrazine-2-carboxamide